tert-butyl (2-((4-nitrophenyl)thio)ethyl)carbamate [N+](=O)([O-])C1=CC=C(C=C1)SCCNC(OC(C)(C)C)=O